FC(C(=O)O)(F)F.O=C1NC(CCC1C=1C=CC(=NC1)[C@@]1(CC(N(CC1)C(=O)C1CCCCC1)(N)C)C(=O)O)=O (1r,4r)-4-(r-5-(2,6-dioxopiperidin-3-yl)pyridin-2-yl)(methyl)amino{cyclohexanecarbonyl}piperidine-4-carboxylic acid trifluoroacetate